2-(4-{[6-fluoro-7-(8-methyl-2,3-dihydro-1H-pyrido[2,3-b][1,4]oxazin-7-yl)quinazolin-2-yl]amino}phenyl)-1-(morpholin-4-yl)ethan-1-one FC=1C=C2C=NC(=NC2=CC1C1=C(C2=C(OCCN2)N=C1)C)NC1=CC=C(C=C1)CC(=O)N1CCOCC1